C(C)(C)(C)OC(=O)N1C=C(C2=CC(=CC=C12)Br)COC1=C(C=CC=C1)CC(=O)OCC 5-bromo-3-((2-(2-ethoxy-2-oxoethyl)phenoxy)methyl)-1H-indole-1-carboxylic acid tert-butyl ester